C(C)OC(=O)C=1C(N(C=C(C1)C)C1=CC=CC=C1)=O 5-methyl-2-oxo-1-phenyl-1,2-dihydropyridine-3-carboxylic acid ethyl ester